N1C=CC2=CC=CC=C12 1H-Indol